7-(3-fluoro-4-(4H-1,2,4-triazol-3-yl)phenyl)-1-(2-methoxyethyl)-3,4-dihydropyrazino[2,3-b]pyrazin-2(1H)-one FC=1C=C(C=CC1C1=NN=CN1)C1=CN=C2C(=N1)N(C(CN2)=O)CCOC